tert-butyl trans-4-(2,2-dimethyl-3-(2-(trifluoromethyl) phenoxy)propanamido)-2-methylpiperidine-1-carboxylate CC(C(=O)N[C@H]1C[C@@H](N(CC1)C(=O)OC(C)(C)C)C)(COC1=C(C=CC=C1)C(F)(F)F)C